NC(C)(C)C1=CC(=NC(=C1)C1=CC=C(C=C1)F)OC1[C@@H]2CN(C[C@H]12)C(=O)C1=NC(=NS1)C=1N=CSC1 ((1R,5S,6s)-6-((4-(2-aminopropan-2-yl)-6-(4-fluorophenyl)pyridin-2-yl)oxy)-3-azabicyclo[3.1.0]hexan-3-yl)(3-(thiazol-4-yl)-1,2,4-thiadiazol-5-yl)methanone